CN1C[C@H]([C@@H](C1)OCCCCCCCC)OCCCCCCCC\C=C/C\C=C/CCCCC trans-1-methyl-3-[((9Z,12Z)-octadeca-9,12-dienyl)oxy]-4-octoxy-pyrrolidine